N(=[N+]=[N-])CCC[C@@]1(O)[C@@H](OCC2=CC=CC=C2)[C@@H](OCC2=CC=CC=C2)[C@H](OCC2=CC=CC=C2)[C@H](O1)COCC1=CC=CC=C1 3-azidopropyl-2,3,4,6-tetra-O-benzyl-α-D-mannopyranose